3-(2,6-bis(benzyloxy)pyridin-3-yl)-1-methyl-6-(piperazin-1-yl)-1H-indazole C(C1=CC=CC=C1)OC1=NC(=CC=C1C1=NN(C2=CC(=CC=C12)N1CCNCC1)C)OCC1=CC=CC=C1